6-{2-[(1-ethylpiperidin-4-yl)oxy]-4-fluoro-1,3-benzothiazol-6-yl}-2,8-dimethylimidazo[1,2-b]pyridazine C(C)N1CCC(CC1)OC=1SC2=C(N1)C(=CC(=C2)C=2C=C(C=1N(N2)C=C(N1)C)C)F